2,6-dichloro-3,5-difluorobenzyl (1R)-trans-3-[(E)-(2-methoxycarbonyl-1-propenyl)]-2,2-dimethylcyclopropanecarboxylate COC(=O)/C(=C/[C@H]1C([C@@H]1C(=O)OCC1=C(C(=CC(=C1Cl)F)F)Cl)(C)C)/C